(R)-5-(((4-(3-chloro-4-(2-chloro-3-((3-fluoro-4-(((((S)-oxetan-2-yl)methyl)amino)methyl)pyridin-2-yl)amino)phenyl)pyridin-2-yl)-2-methoxybenzyl)amino)methyl)pyrrolidin-2-one ClC=1C(=NC=CC1C1=C(C(=CC=C1)NC1=NC=CC(=C1F)CNC[C@H]1OCC1)Cl)C1=CC(=C(CNC[C@H]2CCC(N2)=O)C=C1)OC